(S)-5-(1-acryloylpiperidin-3-yl)-6-fluoro-1,2,4,9-tetrahydrospiro[carbazole-3,1'-cyclopropane]-8-Formamide C(C=C)(=O)N1C[C@@H](CCC1)C1=C2C=3CC4(CC4)CCC3NC2=C(C=C1F)C(=O)N